L-valyl-N-{3-[({[(2R)-2-acetamido-2-carboxyethyl]sulfanyl}acetyl){(1R)-1-[1-benzyl-4-(2,5-difluorophenyl)-1H-pyrrol-2-yl]-2,2-dimethylpropyl}amino]propyl}-L-alanine amide N[C@@H](C(C)C)C(=O)N[C@@H](C)C(=O)NCCCN([C@H](C(C)(C)C)C=1N(C=C(C1)C1=C(C=CC(=C1)F)F)CC1=CC=CC=C1)C(CSC[C@@H](C(=O)O)NC(C)=O)=O